5-Piperidin-1-yl-pent-2-enoic acid [4-(3-chloro-4-fluoro-phenylamino)-7-trifluoroethoxy-quinazolin-6-yl]-amide ClC=1C=C(C=CC1F)NC1=NC=NC2=CC(=C(C=C12)NC(C=CCCN1CCCCC1)=O)OCC(F)(F)F